N,N-dimethylazetidine-1-carboxamide CN(C(=O)N1CCC1)C